((2-(trimethylsilyl)ethoxy)methyl)-1H-imidazole-2-carbaldehyde C[Si](CCOCN1C(=NC=C1)C=O)(C)C